(R)-6-(2-(3-chlorophenyl)-2-hydroxyacetyl)-2-(1-(4-cyclopentylthiophen-2-yl)cyclopropyl)-3,5,6,7,8,9-hexahydro-4H-pyrimido[5,4-c]azepin-4-one ClC=1C=C(C=CC1)[C@H](C(=O)N1CC2=C(CCC1)N=C(NC2=O)C2(CC2)C=2SC=C(C2)C2CCCC2)O